O=C(CC1C(C(CC1)=O)CCCCC)C 3-(2-oxopropyl)-2-pentylcyclopentanone